C(CCCCC(=O)OCC(COC1=C(C=CC=C1)CC=C)O)(=O)OCC(COC1=C(C=CC=C1)CC=C)O bis(3-(2-allylphenoxy)-2-hydroxypropyl) adipate